OC=1C(C=C(OC1)C(=O)NCCCCCCC(NC1=CC=CC=C1)=O)=O 5-Hydroxy-4-oxo-N-(7-oxo-7-(phenylamino)heptyl)-4H-pyran-2-carboxamide